6-chloro-3-(((R)-1-(2-cyano-3-((3R,5R)-3,5-difluoropiperidin-1-yl)-7-methylquinoxalin-5-yl)ethyl)amino)picolinic acid ClC1=CC=C(C(=N1)C(=O)O)N[C@H](C)C1=C2N=C(C(=NC2=CC(=C1)C)C#N)N1C[C@@H](C[C@H](C1)F)F